BrC1=CN(C2=CC=C(C=C2C1=O)N(C=O)CC(=O)C1CC1)C(C)C N-(3-bromo-1-isopropyl-4-oxo-1,4-dihydroquinolin-6-yl)-N-(2-cyclopropyl-2-oxoethyl)carboxamide